Glyoxylic acid hydrate O.C(C=O)(=O)O